7-Benzyl-17-(4-tert-butylpyridin-2-yl)-8-fluoro-12,12-dimethyl-2λ6-thia-3,9,11,18,23-pentaazatetracyclo[17.3.1.111,14.05,10]tetracosa-1(23),5(10),6,8,19,21-hexaene-2,2,4-trione C(C1=CC=CC=C1)C1=CC=2C(NS(C=3C=CC=C(NC(CCC4CC(N(C2N=C1F)C4)(C)C)C4=NC=CC(=C4)C(C)(C)C)N3)(=O)=O)=O